COC(C(=C=NC1CCCCC1)C1=CC=CC=C1)=O 3-(cyclohexylimino)-2-phenylpropenoic acid methyl ester